2,4,6-trioxohexahydropyrimidine O=C1NC(CC(N1)=O)=O